[3-(4-aminocinnolin-7-yl)-4-(1,3-oxazol-2-yl)phenyl]boronic acid formic acid salt C(=O)O.NC1=CN=NC2=CC(=CC=C12)C=1C=C(C=CC1C=1OC=CN1)B(O)O